methyl (2-(7'-fluoro-1'-methyl-3-(1-(4-oxopentanoyl)piperidin-4-yl)-1H,1'H-[4,6'-biindazol]-1-yl)acetyl)glycylglycinate FC=1C(=CC=C2C=NN(C12)C)C=1C=2C(=NN(C2C=CC1)CC(=O)NCC(=O)NCC(=O)OC)C1CCN(CC1)C(CCC(C)=O)=O